N-(3-chloro-4-fluorophenyl)-4-(5-(2-(4-(difluoromethyl)-4-hydroxypiperidin-1-yl)-1,1-difluoro-2-oxoethyl)-5-hydroxyoctahydropentalen-2-yl)-1-methyl-1H-imidazole-5-carboxamide ClC=1C=C(C=CC1F)NC(=O)C1=C(N=CN1C)C1CC2CC(CC2C1)(O)C(C(=O)N1CCC(CC1)(O)C(F)F)(F)F